(1,1-dimethylsilolan-3-yl)-4,6-dimethyl-1H-indole-2-carboxamide C[Si]1(CC(CC1)N1C(=CC2=C(C=C(C=C12)C)C)C(=O)N)C